BrC=1N=C2N(N1)[C@@H](C[C@H]2O)C2=NC=CC=C2Cl |r| rac-(5s,7r)-2-bromo-5-(3-chloro-2-pyridinyl)-6,7-dihydro-5H-pyrrolo[1,2-b][1,2,4]triazol-7-ol